2-(6-((2-((4-(4-(azetidin-1-yl)piperidin-1-yl)-3-fluorophenyl)amino)-5-methylthieno[2,3-d]pyrimidin-4-yl)amino)pyridin-2-yl)propan-2-ol N1(CCC1)C1CCN(CC1)C1=C(C=C(C=C1)NC=1N=C(C2=C(N1)SC=C2C)NC2=CC=CC(=N2)C(C)(C)O)F